4-Cyclopropyl-2-(4-fluoro-2-methylphenoxy)-N-(4-fluoro-3-(3-hydroxyisoxazol-5-yl)phenyl)-5-(trifluoromethyl)benzamide C1(CC1)C1=CC(=C(C(=O)NC2=CC(=C(C=C2)F)C2=CC(=NO2)O)C=C1C(F)(F)F)OC1=C(C=C(C=C1)F)C